C(CC)N(S(=O)(=O)C1=CC=C(C(=O)F)C=C1)CCC 4-(N,N-dipropylsulfamoyl)benzoyl fluoride